ClC=1C=CC(=NC1C)NC(C=1NC(=C(N1)S(=O)(=O)C)C)C1=CC(=C(C=C1)F)Cl 5-chloro-N-((3-chloro-4-fluorophenyl)(5-methyl-4-(methylsulfonyl)-1H-imidazol-2-yl)methyl)-6-methylpyridin-2-amine